P(=O)(O)(O)OCCN Ethanolamine phosphate